C12C(CC(CC1)CC2)CN2C=NC(=C2C2=CC=C(O2)C(=O)NC2=C(C=NC=C2)F)C2=CC=C(C=C2)F 5-(1-(bicyclo[2.2.2]octan-2-ylmethyl)-4-(4-fluorophenyl)-1H-imidazol-5-yl)-N-(3-fluoropyridin-4-yl)furan-2-carboxamide